Ethyl 7-chloro-8-fluoro-2,4-dihydroxy-1,6-naphthyridine-3-carboxylate ClC1=NC=C2C(=C(C(=NC2=C1F)O)C(=O)OCC)O